N=1C=2N(C(=NC1)N)N=CC2 pyrazolo[1,5-a][1,3,5]triazin-4-amine